nickel-germanium-silver [Ag].[Ge].[Ni]